[Na+].O[C@H]1[C@H](O)[C@@H](O)[C@H](O)[C@H](O1)C(=O)[O-] beta-D-glucuronic acid, sodium salt